(R)-3-(isoquinolin-4-yl)-1-(2-methylpyridin-3-yl)-2-oxoimidazolidine-4-carbonitrile C1=NC=C(C2=CC=CC=C12)N1C(N(C[C@@H]1C#N)C=1C(=NC=CC1)C)=O